(R)-4-(3-(cyclobutylamino)pyrrolidin-1-yl)-N-(8-fluoro-2-methylimidazo[1,2-a]pyridin-6-yl)-2-methyl-2H-indazole-7-carboxamide C1(CCC1)N[C@H]1CN(CC1)C=1C2=CN(N=C2C(=CC1)C(=O)NC=1C=C(C=2N(C1)C=C(N2)C)F)C